2-(4-(1-(4-((5,5-dimethoxypentyl)oxy)phenyl)-2-phenylbut-1-en-1-yl)phenoxy)tetrahydro-2H-pyran COC(CCCCOC1=CC=C(C=C1)C(=C(CC)C1=CC=CC=C1)C1=CC=C(OC2OCCCC2)C=C1)OC